N1(N=CN=C1)CCNC1=C(C=C(C=C1)NCC1=CC=C(C=C1)F)C=1C=CC=C2C=CNC12 N1-(2-(1H-1,2,4-triazol-1-yl)ethyl)-N4-(4-fluorobenzyl)-2-(1H-indol-7-yl)benzene-1,4-diamine